1-[4-(3-Cyclopropylphenyl)piperidin-1-yl]-2-{3-[(2R,6S)-2,6-dimethylmorpholin-4-carbonyl]-5,6-dihydrocyclopenta[c]pyrazol-1(4H)-yl}ethan-1-on C1(CC1)C=1C=C(C=CC1)C1CCN(CC1)C(CN1N=C(C2=C1CCC2)C(=O)N2C[C@H](O[C@H](C2)C)C)=O